copper aluminum beryllium chromium [Cr].[Be].[Al].[Cu]